2-(1H-imidazol-1-yl)-N-(piperidin-4-yl)isonicotinamide N1(C=NC=C1)C=1C=C(C(=O)NC2CCNCC2)C=CN1